ClC1=CC=C(C(=N1)C(=O)O)N[C@H](C)C1=C2N=C(C(=NC2=CC(=C1)C)C#N)N1C(C2CCCCC2C1)C 6-chloro-3-(((1R)-1-(2-cyano-7-methyl-3-(1-methyloctahydro-2H-isoindol-2-yl)quinoxalin-5-yl)ethyl)amino)picolinic acid